C(C)(C)(C)OC(=O)N1CC2(C1)CN(C2)CC2=C(C=C(C=C2OC)C2=CN(C(C1=CN=CC=C21)=O)C)OC tert-butyl-6-[[2,6-dimethoxy-4-(2-methyl-1-oxo-2,7-naphthyridin-4-yl)phenyl]methyl]-2,6-diazaspiro[3.3]heptane-2-carboxylate